N'-(2,2-difluoroacetyl)-5-methyl-thiazole-2-carbohydrazide FC(C(=O)NNC(=O)C=1SC(=CN1)C)F